ClC1=NC(=CC=C1C(=O)OC(C)(C)C)N1N=C(C=C1)OCC1(CC1)C(F)(F)F tert-Butyl 2-chloro-6-[3-[[1-(trifluoromethyl)cyclopropyl]methoxy]pyrazol-1-yl]pyridine-3-carboxylate